ClC=1C(=C2C=NNC2=C(C1F)NC(C)C)C=1N=CC=2N(C1)C=C(N2)NC(=O)[C@H]2[C@H](C2)F (1S,2S)-N-(6-(5-chloro-6-fluoro-7-(isopropylamino)-1H-indazol-4-yl)imidazo[1,2-a]pyrazin-2-yl)-2-fluorocyclopropane-1-carboxamide